N-[4-(4-amino-2-butyl-7-methyl-thieno[3,2-b]imidazo[4,5-d]pyridin-1-yl)butyl]-4-(azidomethyl)cyclohexylcarboxamide NC1=C2C(=C3C(=N1)C=C(S3)C)N(C(=N2)CCCC)CCCCNC(=O)C2CCC(CC2)CN=[N+]=[N-]